2,4,6-tris(trifluoromethyl)boroxine FC(B1OB(OB(O1)C(F)(F)F)C(F)(F)F)(F)F